1-(3-((4,4-bis(((Z)-oct-5-en-1-yl)oxy)butanoyl)oxy)-2-(((((1-ethylpiperidin-3-yl)methoxy)carbonyl)oxy)methyl)propyl) 7-(dec-3-yn-1-yl) heptanedioate C(CCCCCC(=O)OCCC#CCCCCCC)(=O)OCC(COC(CCC(OCCCC\C=C/CC)OCCCC\C=C/CC)=O)COC(=O)OCC1CN(CCC1)CC